1-((6-bromo-3-(6-chlorochromane-3-carbonyl)-1H-indol-1-yl)methyl)cyclopropane-1-carbonyl azide BrC1=CC=C2C(=CN(C2=C1)CC1(CC1)C(=O)N=[N+]=[N-])C(=O)C1COC2=CC=C(C=C2C1)Cl